C[C@]12N(C[C@H]([C@H]([C@H]1O)O)C2)[C@@H](C)C2=CC=CC=C2 Methyl-(1R,3R,4R,5R,6S)-5,6-dihydroxy-2-((S)-1-phenylethyl)-2-azabicyclo[2.2.1]heptane